8-methyl-decanoic anhydride CC(CCCCCCC(=O)OC(CCCCCCC(CC)C)=O)CC